tert-Butyl (5-cyanoimidazo[1,2-a]pyridin-6-yl)(methyl)carbamate C(#N)C1=C(C=CC=2N1C=CN2)N(C(OC(C)(C)C)=O)C